2-amino-3-(2-methyl-1H-indol-3-yl)propionic acid NC(C(=O)O)CC1=C(NC2=CC=CC=C12)C